1-methyl-4-(4-azaspiro[2.4]hept-6-yl)pyridin-2(1H)-one CN1C(C=C(C=C1)C1CNC2(CC2)C1)=O